S(OC1=CC=C(C=C1)OCC1=CC=C(C=C1)C(NC1CC1)=O)(=O)(=O)F 4-((4-(cyclopropylcarbamoyl)benzyl)oxy)phenyl sulfurofluoridate